N4-((3-methoxypiperidin-4-yl)methyl)-5-(4-phenoxyphenyl)pyrimidin-4,6-diamine COC1CNCCC1CNC1=NC=NC(=C1C1=CC=C(C=C1)OC1=CC=CC=C1)N